(4-(1-(3-(2-((5,6-difluoro-2,3-dihydro-1H-inden-2-yl)amino)pyrimidin-5-yl)propanoyl)pyrrolidin-3-yl)-1H-1,2,3-triazol-1-yl)methyl pivalate C(C(C)(C)C)(=O)OCN1N=NC(=C1)C1CN(CC1)C(CCC=1C=NC(=NC1)NC1CC2=CC(=C(C=C2C1)F)F)=O